1-(2-(1,3-dithiacyclobutyl)-3-mercapto-2-thiapropylthio)-1,3-dithiacyclopentane S1C(SC1)S(CSS1CSCC1)CS